4-(aminomethyl)-6-[1-methyl-5-(3-oxoisoindolin-4-yl)pyrazol-4-yl]-2H-phthalazin-1-one NCC1=NNC(C2=CC=C(C=C12)C=1C=NN(C1C1=C2C(NCC2=CC=C1)=O)C)=O